C[Si](C)(C)C#CC1=C(C=CC=C1)S(=O)(=O)N 2-((trimethylsilyl)ethynyl)benzenesulfonamide